tert-butyl (R)-2-(3-(1-hydroxy-3-(2,3,4-trimethoxyphenyl)propyl)phenoxy)acetate O[C@H](CCC1=C(C(=C(C=C1)OC)OC)OC)C=1C=C(OCC(=O)OC(C)(C)C)C=CC1